(2S,3S)-2-amino-3-(propan-2-yloxy)butanoic acid N[C@H](C(=O)O)[C@H](C)OC(C)C